BrC=1C(=NC(=NC1)NC=1C=C2CC(N(C2=CC1)C)=O)NC1=C(C=CC=C1)S(=O)(=O)C1CC1 5-[[5-bromo-4-(2-cyclopropylsulfonylanilino)pyrimidin-2-yl]amino]-1-methyl-indolin-2-one